2-{[4-(1-methyl-1H-indazol-6-yl)-1-oxo-7-[(piperidin-4-yl)amino]-2,3-dihydro-1H-isoindol-2-yl]methyl}prop-2-enamide CN1N=CC2=CC=C(C=C12)C1=C2CN(C(C2=C(C=C1)NC1CCNCC1)=O)CC(C(=O)N)=C